[Si](C1=CC=CC=C1)(C1=CC=CC=C1)(C(C)(C)C)O[C@H]1C[C@@H](N(C1)C(=O)OC(C)(C)C)C=O tert-Butyl (2R,4S)-4-((tert-butyldiphenylsilyl)oxy)-2-formylpyrrolidin-1-carboxylate